(3-(4,4-bis(methoxymethyl)-cyclohexyl)-2-((methyl(2-(methylamino)ethyl)amino)-methyl)-6,7-dihydropyrazolo-[1,5-a]pyrazin-5(4H)-yl)(3-methyltetrahydrofuran-3-yl)-methanone COCC1(CCC(CC1)C=1C(=NN2C1CN(CC2)C(=O)C2(COCC2)C)CN(CCNC)C)COC